FC1(CN(C1)C(=O)C=1N=C2N(N1)CCC2C2=C(C=CC=C2)F)F (3,3-difluoroazetidin-1-yl)-[7-(2-fluorophenyl)-6,7-dihydro-5H-pyrrolo[1,2-b][1,2,4]triazol-2-yl]methanone